OC(C(=O)N1[C@H]([C@H](CC1)NS(=O)(=O)CC)CC=1C(=C(C=CC1)C1=CC(=CC(=C1)F)F)F)(C)C N-((2S,3S)-1-(2-hydroxy-2-methyl-propanoyl)-2-((2,3',5'-trifluorobiphenyl-3-yl)methyl)pyrrolidin-3-yl)ethanesulfonamide